C(C1=CC=CC=C1)(=O)N(C=1C=C(C=CC1)C1=C(C(=C(S1)C(=O)OC(C)(C)C)OCC(=O)OCC)Cl)C1CC(N(CC1)S(=O)(=O)CC1=CC(=CC=C1)[N+](=O)[O-])(C)C tert-butyl 5-[3-[benzoyl-[2,2-dimethyl-1-[(3-nitrophenyl)methylsulfonyl]-4-piperidyl]amino]phenyl]-4-chloro-3-(2-ethoxy-2-oxo-ethoxy)thiophene-2-carboxylate